N-[5-fluoro-6-(1H-pyrazol-1-ylmethyl)-1,2-benzoxazol-3-yl]-2-methoxy-5-(methoxymethyl)benzenesulfonamide FC=1C(=CC2=C(C(=NO2)NS(=O)(=O)C2=C(C=CC(=C2)COC)OC)C1)CN1N=CC=C1